tert-butyl (R,S)-((5-(4,4,5,5-tetramethyl-1,3,2-dioxaborolan-2-yl) isochroman-1-yl)methyl)carbamate CC1(OB(OC1(C)C)C1=C2CCO[C@H](C2=CC=C1)CNC(OC(C)(C)C)=O)C